C(C)N(CC)C=1C=C(NF)C=CC1CC 3-(N,N-diethylamino)-4-ethyl-anilino-fluoran